9-(4-(tert-butyl)pyridin-2-yl)-7-chloro-9H-carbazole C(C)(C)(C)C1=CC(=NC=C1)N1C2=CC(=CC=C2C=2C=CC=CC12)Cl